C1=CC=CC=2C3=CC=CC=C3C(C12)COC(=O)N[C@@H](C(=O)N(C)CCNC(OC(C)(C)C)=O)CC(NC(C1=CC=CC=C1)(C1=CC=CC=C1)C1=CC=CC=C1)=O tert-butyl (R)-(2-(2-((((9H-fluoren-9-yl)methoxy)carbonyl)amino)-N-methyl-4-oxo-4-(tritylamino)butanamido)ethyl)carbamate